(±)-trans-(4-Methyltetrahydrofuran-3-yl) N-[8-(tert-butoxycarbonylamino)-6-[5-(tert-butoxycarbonylamino)-4-methyl-3-pyridyl]-7-fluoro-3-isoquinolyl]carbamate C(C)(C)(C)OC(=O)NC=1C(=C(C=C2C=C(N=CC12)NC(O[C@@H]1COC[C@H]1C)=O)C=1C=NC=C(C1C)NC(=O)OC(C)(C)C)F |r|